((2R,3S,4R,5R)-5-(4-aminopyrrolo[2,1-f][1,2,4]triazin-7-yl)-5-cyano-3,4-dihydroxytetrahydrofuran-2-yl)methyl neopentyl carbonate C(OC[C@H]1O[C@@]([C@@H]([C@@H]1O)O)(C#N)C1=CC=C2C(=NC=NN21)N)(OCC(C)(C)C)=O